O=C1N(CCC1)CCCN(C1=CC=C(C=N1)C1=NC=2N(C(N(C(C2N1)=O)C1CC1)=O)CCC)C(=O)C1=CC(=C(C=C1)F)F 8-(6-{[3-(2-oxo-1-pyrrolidinyl)propyl](3,4-difluorophenyl)carbonylamino}-3-pyridinyl)-1-cyclopropyl-3-propylxanthine